COC1=CC=C(C=C1)C(C/C(=C(/C(=O)O)\C)/C)=O 2-(4-methoxyphenyl)-2-oxoethyl-(E)-2-methylbut-2-enoic acid